2-(((3S,4R)-1-(4-((8-(2-(3,5-dimethylisoxazol-4-yl)ethoxy)-5-isopropylisoquinolin-3-yl)amino)pyrimidin-2-yl)-3-fluoropiperidin-4-yl)oxy)ethan-1-ol CC1=NOC(=C1CCOC=1C=CC(=C2C=C(N=CC12)NC1=NC(=NC=C1)N1C[C@@H]([C@@H](CC1)OCCO)F)C(C)C)C